(2'S,3R)-5-chloro-2'-methyl-1'-[[1-(2-methylsulfonylethyl)pyrazol-4-yl]methyl]spiro[indoline-3,4'-piperidine]-2-one ClC=1C=C2C(=CC1)NC([C@]21C[C@@H](N(CC1)CC=1C=NN(C1)CCS(=O)(=O)C)C)=O